1-(4-fluorophenyl)-2-oxo-N-[4-(4,4,5,5-tetramethyl-1,3,2-dioxaborolan-2-yl)phenyl]-1,2-dihydropyridine-3-carboxamide FC1=CC=C(C=C1)N1C(C(=CC=C1)C(=O)NC1=CC=C(C=C1)B1OC(C(O1)(C)C)(C)C)=O